C(#N)C1=NC(=NC=N1)N1CCC2(CN(C2)C(=O)OC(C)(C)C)CC1 tert-Butyl 7-(4-cyano-1,3,5-triazin-2-yl)-2,7-diazaspiro[3.5]nonane-2-carboxylate